(R)-6-fluoro-1-(3-methoxy-phenyl)-4-oxo-7-(2-((pyridin-2-yloxy)methyl)pyrrolidin-1-yl)-1,4-dihydro-quinoline-3-carboxylic acid FC=1C=C2C(C(=CN(C2=CC1N1[C@H](CCC1)COC1=NC=CC=C1)C1=CC(=CC=C1)OC)C(=O)O)=O